ClCC[C@@H](O)C1=CC(=CC=C1)F (1R)-3-chloro-1-(3-fluorophenyl)propane-1-ol